FC([C@H]1NC(OC1)=O)F (4S)-4-(difluoromethyl)-1,3-oxazolidin-2-one